C1NCC12CCC(CC2)CO 2-azaspiro[3.5]nonan-7-ylmethanol